[C@H]1(CCC2=CC=CC=C12)N1NC(=C(C=C1C(=O)N)C)N1CCC(CC1)OC=1C=NC(=CC1)OC 2-N-[(1R)-2,3-dihydro-1H-inden-1-yl]-6-{4-[(6-methoxypyridin-3-yl)oxy]piperidin-1-yl}-5-methylpyridazine-3-carboxamide